CC(CO)CCCCCCC(CO)C 2,9-dimethyl-1,10-decanediol